2-(2-fluorophenyl)-N-(methylcarbamoyl-thio)-2-(4-(trifluoromethyl)pyridin-2-yl)acetamide FC1=C(C=CC=C1)C(C(=O)NSC(NC)=O)C1=NC=CC(=C1)C(F)(F)F